BrC1=CC2=C(OC[C@@H](N2C(=O)OC(C)(C)C)C)N=C1C tert-butyl (S)-7-bromo-2,6-dimethyl-2,3-dihydro-1H-pyrido[2,3-b][1,4]oxazine-1-carboxylate